[2H]C1=C(C(=C(C(=C1[2H])[2H])[N+](=O)[O-])[2H])[2H] nitrobenzene-D5